(1-(6-(4-(3H-imidazo[4,5-b]pyridin-7-yl)-1H-pyrazol-1-yl)pyridin-3-yl)-2,2,2-trifluoroethoxy)-N-methylethylamine N1=CNC2=NC=CC(=C21)C=2C=NN(C2)C2=CC=C(C=N2)C(C(F)(F)F)ON(C)CC